C1(CC1)[C@@H](C)N(C(=O)OCC=1C(=NOC1C=1N=CC(=NC1)O[C@@H]1C[C@H](CCC1)C(=O)O)C)C |&1:3| (±)-Trans-3-((5-(4-((((1-cyclopropylethyl)(methyl)carbamoyl)oxy)methyl)-3-methyl-isoxazol-5-yl)pyrazin-2-yl)oxy)cyclohexanecarboxylic acid